COC1=NC2=CC=CC=C2C=C1C1=CN=C(N1)[C@H](CCCCCC(CC)=O)NC(=O)[C@@H]1CC12CN(C2)C (R)-N-((S)-1-(5-(2-Methoxychinolin-3-yl)-1H-imidazol-2-yl)-7-oxononyl)-5-methyl-5-azaspiro[2.3]hexan-1-carboxamid